C(C)(C)(C)N[C@@H](CC(=O)O)C(=O)O t-butylaspartic acid